[Pt](Cl)Cl.C=C ethylene platinum (II) dichloride